CN1N=CC(=C1C)NC1=NC=C2C(=N1)N(N=C2NC=2C(=NC=C(C(=O)O)C2)C)C 5-((6-((1,5-dimethyl-1H-pyrazol-4-yl)amino)-1-methyl-1H-pyrazolo[3,4-d]pyrimidin-3-yl)amino)-6-methylnicotinic acid